NC1=NC=2C=C(C(=CC2C2=C1COC2)C(=O)N2CC([C@@H](C2)C2=CC=C(C=C2)C)(C)C)F (4-amino-7-fluoro-1,3-dihydrofuro[3,4-c]quinolin-8-yl)((4S)-3,3-dimethyl-4-(4-methylphenyl)-1-pyrrolidinyl)methanone